C(C)(C)(C)OC(=O)N[C@H](C(=O)N[C@H]1CN(CC1)CCCC(=O)OC)CCCN1C(=NC=C1)[N+](=O)[O-] methyl 4-((R)-3-((S)-2-((tert-butoxycarbonyl)amino)-5-(2-nitro-1H-imidazol-1-yl)pentanamido)-pyrrolidin-1-yl)butanoate